C1(=C(C=CC2=CC=CC=C12)OC1=C(C=C(C(=O)O)C=C1)C1=CC=CC=2SC3=CC=CC=C3SC12)C1=C(C=CC2=CC=CC=C12)OC1=C(C=C(C(=O)O)C=C1)C1=CC=CC=2SC3=CC=CC=C3SC12 4,4'-[[1,1'-binaphthalene]-2,2'-diylbis(oxy)]bis[3-(thianthren-1-yl)benzoic acid]